5-[[4-fluoro-2-(4-methyl-1,2,5-oxadiazol-3-yl)benzoimidazol-1-yl]methyl]pyrimidine-2-carbonitrile FC1=CC=CC=2N(C(=NC21)C2=NON=C2C)CC=2C=NC(=NC2)C#N